FC(CNC(N([C@@H]1CC[C@H](CC1)NC1=NC=C(C(=N1)OC1COC1)C(F)(F)F)C1=NC=C(N=C1)C=1C=NN(C1)C)=O)F 3-(2,2-difluoroethyl)-1-(5-(1-methyl-1H-pyrazol-4-yl)pyrazin-2-yl)-1-(trans-4-((4-((oxetan-3-yl)oxy)-5-(trifluoromethyl)pyrimidin-2-yl)amino)cyclohexyl)urea